N1(CCC1)CCC=1C=CC(NC1)=O 5-(2-(Azetidin-1-yl)ethyl)pyridin-2(1H)-one